ClC=1C=CC=C2C=CC=C(C12)C1=C(C=2N=C(N=C(C2C=N1)N([C@@H]1CNCCC1)C)OC[C@]12CCCN2C[C@@H](C1)F)F 7-(8-chloronaphthalen-1-yl)-8-fluoro-2-(((2R,7aS)-2-fluorotetrahydro-1H-pyrrolizin-7a(5H)-yl)methoxy)-N-methyl-N-((S)-piperidin-3-yl)pyrido[4,3-d]pyrimidin-4-amine